N-(1-hydroxy-3-methylbut-2-yl)-6-(4-methylphenyl)-2-(1-methyl-1H-pyrazol-4-yl)-3-oxo-2,3-dihydropyridazine-4-carboxamide OCC(C(C)C)NC(=O)C=1C(N(N=C(C1)C1=CC=C(C=C1)C)C=1C=NN(C1)C)=O